O[C@@H]([C@@H](C)[C@H]1CC[C@H]2[C@@H]3CC[C@@H]4C[C@@](CC[C@@H]4[C@H]3CC[C@]12C)(O)C(F)(F)F)COC([2H])([2H])[2H] (3R,5R,8R,9R,10S,13S,14S,17R)-17-((2S,3S)-3-hydroxy-4-(methoxy-d3)butan-2-yl)-13-methyl-3-(trifluoromethyl)hexadecahydro-1H-cyclopenta[a]phenanthren-3-ol